(1R)-1-{5-[4-(trifluoromethyl)phenyl]-1,2,4-oxadiazol-3-yl}-6-azaspiro[2.5]octane-6-sulfonamide FC(C1=CC=C(C=C1)C1=NC(=NO1)[C@@H]1CC12CCN(CC2)S(=O)(=O)N)(F)F